CC1=C2C(=CC(=C1C)O2)C 2,3,6-trimethyl-1,4-phenyleneether